C(CC(C)C)OC(C=1C(O)=CC=CC1)=O salicylic acid isoamylester